O1C(CC=C1)C(=O)O dihydrofuroic acid